COCCOCCOC 1-methoxy-2-(2-methoxyethoxy)ethane